1-[[2-(methoxymethyl)-6-(trifluoromethyl)imidazo[2,1-b][1,3,4]thiadiazol-5-yl]methyl]-3-[(1S,2S)-2-(trifluoro-methyl)cyclopropyl]-2H-pyrrol-5-one COCC1=NN2C(S1)=NC(=C2CN2CC(=CC2=O)[C@@H]2[C@H](C2)C(F)(F)F)C(F)(F)F